CNC1CC(C1=O)=O 2-(methylamino)-3,4-dioxocyclobutane